C(C)(C)N(CC)C(C)C diisopropylethyl-amine